3-(methylthio)bromobenzene CSC=1C=C(C=CC1)Br